zinc molybdate [O-][Mo](=O)(=O)[O-].[Zn+2]